Pentaerythritol tetrakis(3-mercaptopropionat) SCCC(=O)OCC(COC(CCS)=O)(COC(CCS)=O)COC(CCS)=O